ethyl 1-(5-chloropyridin-2-yl)-4-methyl-1H-1,2,3-triazole-5-carboxylate ClC=1C=CC(=NC1)N1N=NC(=C1C(=O)OCC)C